C(#C)C1=CC=C(CN2CCS(CC2)(=O)=O)C=C1 4-(4-ethynylbenzyl)thiomorpholine 1,1-dioxide